C1=CC2=NNN=C2C=C1.C1=CC2=NNN=C2C=C1.C1=CC2=NNN=C2C=C1.C1=CC2=NNN=C2C=C1.C1=CC2=NNN=C2C=C1 1H-triazole